4-(3-(4-((1r,5s)-3-(2-hydroxyethyl)-3-azabicyclo[3.1.0]hex-1-yl)phenyl)-6-methoxy-1H-pyrazolo[4,3-b]pyridin-5-yl)-2,3-dihydro-1H-indene-1-carbonitrile OCCN1C[C@@]2(C[C@@H]2C1)C1=CC=C(C=C1)C1=NNC=2C1=NC(=C(C2)OC)C2=C1CCC(C1=CC=C2)C#N